(S)-2-(1-(4-bromophenyl)-2,2,2-trifluoroethyl)-8-oxa-2-azaspiro[4.5]decan-1-one BrC1=CC=C(C=C1)[C@@H](C(F)(F)F)N1C(C2(CC1)CCOCC2)=O